4-[(2-Chroman-4-ylacetyl)amino]-N-(1,1-dimethylprop-2-ynyl)pyridin O1CCC(C2=CC=CC=C12)CC(=O)NC1=CCN(C=C1)C(C#C)(C)C